NC(COC=1C=CC(=C(C(=O)NC2(CC2)C2=CC(=CC3=CC=CC=C23)Br)C1)C)C 5-(2-Aminopropoxy)-N-(1-(3-bromonaphthalen-1-yl)cyclopropyl)-2-methylbenzamide